ClC1=CC=CC(=N1)CCC=O 3-(6-Chloro-2-pyridinyl)propanal